terpyridine-4'-carboxylic acid N1=C(C=CC=C1)C1=NC=CC(=C1C1=NC=CC=C1)C(=O)O